(3S)-3-isopropyl-1-methyl-piperazine C(C)(C)[C@H]1CN(CCN1)C